N-octadecenyl-2-(3,4-di-tert-butylcarbonyloxy-phenyl)-3,5,7-tri-tert-butylcarbonyloxy-quinolin-4-one C(=CCCCCCCCCCCCCCCCC)N1C(=C(C(C2=C(C=C(C=C12)OC(=O)C(C)(C)C)OC(=O)C(C)(C)C)=O)OC(=O)C(C)(C)C)C1=CC(=C(C=C1)OC(=O)C(C)(C)C)OC(=O)C(C)(C)C